N-(6-amino-5-ethylpyridin-3-yl)-2-((2R,5S)-5-methyl-2-(3-((1-methylpyrrolidin-3-yl)oxy)phenyl)piperidin-1-yl)-2-oxoacetamide NC1=C(C=C(C=N1)NC(C(=O)N1[C@H](CC[C@@H](C1)C)C1=CC(=CC=C1)OC1CN(CC1)C)=O)CC